1-methyl-3-trifluoromethyl-1H-pyrazole-5-boronic acid CN1N=C(C=C1B(O)O)C(F)(F)F